N-[(4,5-difluoro-1H-benzimidazol-2-yl)methyl]-8-(2,2-difluorocyclopropyl)-2-(morpholin-4-yl)pyrazolo[1,5-a][1,3,5]triazin-4-amine FC1=C(C=CC=2NC(=NC21)CNC2=NC(=NC=1N2N=CC1C1C(C1)(F)F)N1CCOCC1)F